3-Amino-6-bromo-2-chloroisonicotinic acid NC1=C(C(=O)O)C=C(N=C1Cl)Br